FC(C(=O)O)(F)F.ClC1=C(C(=O)N2CCC(CC2)C(=O)N[C@H]2CNC[C@H]2F)C=CC(=C1)NC(=O)C=1N(C(=CN1)C1=C(C(=C(C=C1)OCF)F)F)C 1-[2-chloro-4-[[5-[2,3-difluoro-4-(fluoromethoxy)phenyl]-1-methyl-imidazole-2-carbonyl]amino]benzoyl]-N-[(3S,4R)-4-fluoropyrrolidin-3-yl]piperidine-4-carboxamide trifluoroacetate